C(#N)C=1C=C(C=CC1)C=1N=C2N(C(C1C)=O)C=C(C=C2[C@H](C)NC2=C(C(=O)O)C=CC=C2)C (S)-2-((1-(2-(3-cyanophenyl)-3,7-dimethyl-4-oxo-4H-pyrido[1,2-a]pyrimidin-9-yl)ethyl)amino)benzoic acid